(S)-1-cyano-N-(5-(3-cyanophenyl)isoxazol-3-yl)-N-methylpyrrolidine-2-carboxamide C(#N)N1[C@@H](CCC1)C(=O)N(C)C1=NOC(=C1)C1=CC(=CC=C1)C#N